(S)-N-t-butoxycarbonyl-O-methanesulfonyl-L-homoserine methyl ester COC([C@@H](NC(=O)OC(C)(C)C)CCOS(=O)(=O)C)=O